2-[4-[2-[(3R)-1-(5-chloro-6-oxo-1H-pyridazin-4-yl)pyrrolidin-3-yl]Oxy-4-pyridinyl]-3,5-dimethyl-pyrazol-1-yl]Acetic acid ClC1=C(C=NNC1=O)N1C[C@@H](CC1)OC1=NC=CC(=C1)C=1C(=NN(C1C)CC(=O)O)C